C1(CC1)COC1=NC=CC(=C1)C1OCCC(C1)C=1C=C(C=2N(N1)C(C(=C(N2)C)C)=O)C2CCC(CC2)(F)F 7-[2-[2-(cyclopropylmethoxy)-4-pyridyl]tetrahydropyran-4-yl]-9-(4,4-difluorocyclohexyl)-2,3-dimethyl-pyrimido[1,2-b]pyridazin-4-one